4-((10-Hydroxy-7-((R)-4,4,4-trifluoro-2-methylbutanoyl)-7-azaspiro[4.5]decan-10-yl)methyl)-7-oxa-4-azaspiro[2.5]octan-5-one OC1(CCN(CC12CCCC2)C([C@@H](CC(F)(F)F)C)=O)CN2C1(CC1)COCC2=O